D-5-(4-hydroxyphenyl)hydantoin OC1=CC=C(C=C1)[C@@H]1C(NC(N1)=O)=O